C1=CC=CC=2C3=CC=CC=C3N(C12)C=1C=C(C=CC1)C1=C(C=CC(=C1)N1C2=CC=C(C=C2C=2C=C(C=CC12)C1=CC=CC=C1)C1=CC=CC=C1)N1C2=CC=C(C=C2C=2C=C(C=CC12)C1=CC=CC=C1)C1=CC=CC=C1 3'-(9H-carbazol-9-yl)-2,5-bis(3,6-diphenyl-9H-carbazol-9-yl)-[1,1'-biphenyl]